1,1,2,3,3,3-hexafluoro-2-iodo-1-(perfluorovinyloxy)propane FC(C(C(F)(F)F)(I)F)(OC(=C(F)F)F)F